FC1=CC=C(C(=O)NC=2C=C3C(=CNC3=CC2)C2CCN(CC2)C(C)CC)C=C1 5-(4-fluorobenzoyl)amino-3-(1-(sec-butyl)piperidin-4-yl)-1H-indole